bis(hydroxymethyl)-2,2'-bipyridyl OCC1=C(C(=NC=C1)C1=NC=CC=C1)CO